1-(7-(Azetidin-1-yl)-5-(3-chloropropyl)-5-methyl-10-(o-tolyl)dibenzo[b,e]silin-3(5H)-ylidene)azetidin-1-ium N1(CCC1)C1=CC2=C(C(=C3C([Si]2(C)CCCCl)=CC(C=C3)=[N+]3CCC3)C3=C(C=CC=C3)C)C=C1